Tert-butyl(1-(4-(4-cyano-3-fluorophenyl)thiazol-2-yl)piperidin-4-yl) carbamate C(N)(OC1CC(N(CC1)C=1SC=C(N1)C1=CC(=C(C=C1)C#N)F)C(C)(C)C)=O